pregnanol C(C[C@H]1CC[C@H]2[C@@H]3CCC4CCCC[C@]4(C)[C@H]3CC[C@]12C)O